C(C)OC(=O)C1=CNC2=C(C(=C(C=C2C1=O)F)F)F 6,7,8-trifluoro-1,4-dihydro-4-oxo-3-quinolinecarboxylic acid ethyl ester